dicyclodecanedimethanol diacrylate C(C=C)(=O)O.C(C=C)(=O)O.C1(CCCCCCCCC1)(CO)CO.C1(CCCCCCCCC1)(CO)CO